4-(6-(6-methylpyridin-2-yl)-2,3-dihydro-1H-imidazo[1,2-a]imidazol-5-yl)benzonitrile CC1=CC=CC(=N1)C=1N=C2N(CCN2)C1C1=CC=C(C#N)C=C1